CC1=C(C(=C(C1([Hf]C1(C=CC2=CC=3CC(CC3C=C12)(C)C)CCC)C)C)C)C pentamethylcyclopentadienyl(1-n-propyl-6,6-dimethyl-1,5,6,7-tetrahydro-s-indacenyl)hafnium